C(C1=CC=CC=C1)OC(=O)N1C[C@](CC1)(C)[C@H](CCCC1OCCO1)N[S@@](=O)C(C)(C)C.C(C(C)C)N(C(=S)OCC)C(=O)OCCCC isobutyl-butyloxycarbonyl-thiourethane benzyl-(3R)-3-[(1S)-1-[[(S)-tert-butylsulfinyl]amino]-4-(1,3-dioxolan-2-yl)butyl]-3-methyl-pyrrolidine-1-carboxylate